1,1,1,3,3,3-hexafluoropropan-2-yl (S)-1-((1-methylpiperidin-4-yl)carbamoyl)-6-azaspiro[2.5]octane-6-carboxylate CN1CCC(CC1)NC(=O)[C@H]1CC12CCN(CC2)C(=O)OC(C(F)(F)F)C(F)(F)F